ClC1=C2C(=NC=C1)N(C=C2)CC(=O)OCCCC butyl 2-(4-chloro-1H-pyrrolo[2,3-b]pyridin-1-yl)acetate